rac-(1R-2S,4R,5S)-bicyclo[2.2.1]heptane-2,5-diamine [C@H]12[C@H](C[C@H]([C@H](C1)N)C2)N |r|